2-[4-(2,6-difluorobenzenesulfonyl)-1-piperazinyl]thiazole-5-carboxylic acid FC1=C(C(=CC=C1)F)S(=O)(=O)N1CCN(CC1)C=1SC(=CN1)C(=O)O